tert-butyl 3-(1-(4-methylisoxazol-3-yl)propan-2-yl)phenylcarbamate CC=1C(=NOC1)CC(C)C=1C=C(C=CC1)NC(OC(C)(C)C)=O